COC(=O)C1=CC=CC=2OC(OC(C21)C)C 2,4-dimethyl-benzo[d][1,3]dioxan-5-carboxylic acid methyl ester